(1R,2R)-2-fluoro-N-{4-[6-(1-hydroxybutyl)-4-methylpyridin-3-yl]-1-methylimidazo[1,2-a]1,6-naphthyridin-8-yl}cyclopropane-1-carboxamide F[C@H]1[C@H](C1)C(=O)NC1=NC=C2C=C(C=3N(C2=C1)C(=CN3)C)C=3C=NC(=CC3C)C(CCC)O